2-(3,4-difluorophenyl)-1H-benzo[d]imidazol-5-amine FC=1C=C(C=CC1F)C1=NC2=C(N1)C=CC(=C2)N